(Z)-N-methyl-octadeca-9-en-1-amine CNCCCCCCCC\C=C/CCCCCCCC